ClC=1C=C(C=CC1F)C(NC=1SC=C(N1)C(C)(F)F)C=1NC(=C(N1)S(=O)(=N)C)C N-[(3-chloro-4-fluorophenyl)-[5-methyl-4-(methylsulfonimidoyl)-1H-imidazol-2-yl]methyl]-4-(1,1-difluoroethyl)-1,3-thiazol-2-amine